N-[4-[2-fluoro-3-(1-methyl-4-piperidyl)phenoxy]-6-(o-tolyl)-5-(1,1,2,2,2-pentafluoroethyl)pyrimidin-2-yl]-1-methyl-pyrazole-4-sulfonamide FC1=C(OC2=NC(=NC(=C2C(C(F)(F)F)(F)F)C2=C(C=CC=C2)C)NS(=O)(=O)C=2C=NN(C2)C)C=CC=C1C1CCN(CC1)C